ClC1=C(C=C(CC[C@]2(CN(CCC2)C2=CC(=C(C(=C2)F)S(=O)(=O)NC2=NC=NC=C2)F)N(C)C)C=C1)C(F)(F)F (S)-4-(3-(4-Chloro-3-(trifluoromethyl)phenethyl)-3-(dimethylamino)piperidin-1-yl)-2,6-difluoro-N-(pyrimidin-4-yl)benzenesulfonamide